The molecule is a mmeber of the class of imidazolines and organic radical that is 4,4,5,5-tetramethyl-3-oxo-4,5-dihydro-1H-3lambda(5)-imidazol-1-yl]oxidanyl substituted at position 2 by a 4-carboxyphenyl group. It has a role as a radical scavenger and an apoptosis inhibitor. It is an organic radical, a benzoic acid and a member of imidazolines. It is a conjugate base of a carboxylato-PTIO. CC1(C([N+](=C(N1[O])C2=CC=C(C=C2)C(=O)O)[O-])(C)C)C